N-{7-[(3S)-3-aminopiperidin-1-yl]thieno[3,2-b]pyridin-6-yl}-2-(2,6-difluorophenyl)-1,3-thiazole-4-carboxamide N[C@@H]1CN(CCC1)C1=C2C(=NC=C1NC(=O)C=1N=C(SC1)C1=C(C=CC=C1F)F)C=CS2